Ethyl ((4'-((2-ethyl-1H-imidazol-1-yl)methyl)-3'-fluoro-5-isobutyl-[1,1'-biphenyl]-2-yl)sulfonyl)carbamate C(C)C=1N(C=CN1)CC1=C(C=C(C=C1)C1=C(C=CC(=C1)CC(C)C)S(=O)(=O)NC(OCC)=O)F